C(C)(C)(C)OC(=O)C=1C=C(C=CC1)C1=C(C=CC(=C1)Cl)OCCBr 2'-(2-bromoethoxy)-5'-chloro-[1,1'-biphenyl]-3-carboxylic acid tert-butyl ester